C1(=C(C=CC2=CC=CC=C12)OC=1C=C(C(=O)O)C=CC1)C1=C(C=CC2=CC=CC=C12)OC=1C=C(C(=O)O)C=CC1 3,3'-{[1,1'-binaphthalene]-2,2'-diylbis(oxy)}dibenzoic acid